acryl-oxyethyl-2,3,3-trimethylhexamethylene dicarbamate C(N)(OC(C(C(CCCOC(N)=O)(C)C)C)CCOC(=O)C=C)=O